CN1N=CC(=C1C1=NC=CC=C1COC1=CN=C(C=C1C=O)OC)C 5-((2-(1,4-dimethyl-1H-pyrazol-5-yl)pyridin-3-yl)methoxy)-2-methoxyisonicotinaldehyde